(1-isopropylpiperidin-4-yl)(3-(2-methoxypyridin-3-yl)pyrrolidin-1-yl)methanone C(C)(C)N1CCC(CC1)C(=O)N1CC(CC1)C=1C(=NC=CC1)OC